N1N=NN=C1C1=C(C=CC=C1)C1=NC(=CC(=C1)NC(CC1=CC(=C(C=C1)F)Cl)=O)N(CC(C)C)CC1=CC=CC=C1 N-(2-(2-(1H-tetrazol-5-yl)phenyl)-6-(benzyl(isobutyl)amino)pyridin-4-yl)-2-(3-chloro-4-fluorophenyl)acetamide